COC(CC12CCC(CC1)(C2)C(=O)O)OC 4-(2,2-Dimethoxyethyl)bicyclo[2.2.1]heptane-1-carboxylic acid